FC=1C(=C2C=CN=CC2=C(C1)C(CNS(=O)(=O)C)O)CNC1CC(C1)OC1=CC(=C(C=C1)F)C(F)(F)F N-(2-(6-fluoro-5-((((1r,3r)-3-(4-fluoro-3-(trifluoromethyl)phenoxy)cyclobutyl)amino)methyl)isoquinolin-8-yl)-2-hydroxyethyl)methanesulfonamide